8-(2,6-bis(bis(2-methoxyethyl)amino)-8-(4-methoxypiperidin-1-yl)pyrimido[5,4-d]pyrimidin-4-yl)-1,3,8-triazaspiro[4.5]decane-2,4-dione COCCN(C=1N=C(C2=C(N1)C(=NC(=N2)N(CCOC)CCOC)N2CCC(CC2)OC)N2CCC1(C(NC(N1)=O)=O)CC2)CCOC